O=C1NC2=C(N1CC1=CC=C(C=C1)[C@@H](C)NC(C)=O)C=CC=C2 (R)-N-(1-(4-((2-oxo-2,3-dihydro-1H-benzo[d]imidazol-1-yl)methyl)phenyl)ethyl)acetamide